Potassium phosphate salt P(=O)([O-])([O-])[O-].[K+].[K+].[K+]